ethylenedicarboxylate terephthalate C(C1=CC=C(C(=O)O)C=C1)(=O)O.C(CC(=O)O)C(=O)O